2',3,5'-trichloro-4-hydroxy-6-methyl-2H-[1,4'-bipyridin]-2-one ClC1=NC=C(C(=C1)N1C(C(=C(C=C1C)O)Cl)=O)Cl